C(CC)OCCOCCOC=C(C)C1=CC=C(C=C1)C(=COCCOCCOCCC)C 1,4-bis(1-(2-(2-propoxyethoxy)ethoxy)prop-1-en-2-yl)benzene